[Cu](=O)(=O)(=O)(=O)(=O)(=O)(=O)(=O)=O copper nonoxide